C1(CC1)COC=1C=C(C=CC1OC)\C(\CN1C(=CC(C=C1C)=O)C)=N/O (E)-1-(2-(3-cyclopropylmethoxy-4-methoxyphenyl)-2-(hydroxyimino)ethyl)-2,6-dimethylpyridin-4(1H)-one